C[N+]1=CN(C=C1)C(=S)SC 3-methyl-1-(methylthiocarbonothioyl)-1H-imidazol-3-ium